C(C)(C)N1CCC(CC1)N1CCC(CC1)C=1C=CC2=C(N(C(=N2)C2=CC=C(C=C2)S(=O)(=O)C)C)C1C 6-(1'-Isopropyl-[1,4'-bipiperidin]-4-yl)-1,7-dimethyl-2-(4-(methylsulfonyl)phenyl)-1H-benzo[d]imidazol